CC1(CCN(CC1)C=1C=C(C=CC1[N+](=O)[O-])N1CC(CC1)N(C)C)C 1-(3-(4,4-Dimethylpiperidin-1-yl)-4-nitrophenyl)-N,N-dimethylpyrrolidin-3-amine